(6-Bromo-7-fluoro-2-methylimidazo[1,2-a]pyridin-3-yl)[2-(difluoromethoxy)phenyl]-Methanol BrC=1C(=CC=2N(C1)C(=C(N2)C)C(O)C2=C(C=CC=C2)OC(F)F)F